NC1=C(C=NN1C=1C=C(C(=O)NC2CC2)C=CC1C)C(C1=CC(=CC=C1)C#N)=O 3-[5-amino-4-(3-cyanobenzoyl)-pyrazol-1-yl]-N-cyclopropyl-4-methylbenzamide